4',5-dihydroxy-3',6,7-trimethoxyflavone OC1=C(C=C(C=2OC3=CC(=C(C(=C3C(C2)=O)O)OC)OC)C=C1)OC